((2R,3R)-2-(6-(benzyloxy)pyridin-2-yl)-4-bromo-5-chloro-6-fluoro-3-methyl-2,3-dihydrobenzofuran-2-yl)methanol C(C1=CC=CC=C1)OC1=CC=CC(=N1)[C@@]1(OC2=C([C@H]1C)C(=C(C(=C2)F)Cl)Br)CO